(methyl)Acrylate COC(C=C)=O